CC1=C(C=C(C=C1)NC(=O)C1=CN=C2N1CC(CC2)C(F)(F)F)C=2C=NC1=CC(=NC=C1C2)NC N-(4-methyl-3-(7-(methylamino)-1,6-naphthyridin-3-yl)phenyl)-6-(trifluoromethyl)-5,6,7,8-tetrahydroimidazo[1,2-a]pyridine-3-carboxamide